BrC=1C(=C(OC2CCC(CC2)CCCN2CCN(CC2)C2=CC=C3C(=NN(C3=C2)C)N2C(NC(CC2)=O)=O)C=CC1)C 1-(6-(4-(3-((1r,4s)-4-(3-bromo-2-methylphenoxy)cyclohexyl)propyl)piperazin-1-yl)-1-methyl-1H-indazol-3-yl)dihydropyrimidine-2,4(1H,3H)-dione